C(C)(=O)NCCC1=CNC2=CC=CC(=C12)O N-acetyl-4-hydroxytryptamine